ClC1=C2C=C(NC2=CC=C1F)C(=O)N1CC(NCC1)=O 4-(4-chloro-5-fluoro-1H-indole-2-carbonyl)piperazin-2-one